ClC1=NC=C(C(=N1)NC=1C=CC=C2CCNC12)Cl N-(2,5-dichloropyrimidin-4-yl)indolin-7-amine